OCCOC1=C(C=C(C=C1C1=CC2=CC=CC=C2C=C1)S(=O)(=O)C1=CC(=C(OCCO)C(=C1)C1=CC2=CC=CC=C2C=C1)C1=CC2=CC=CC=C2C=C1)C1=CC2=CC=CC=C2C=C1 2-[4-[4-(2-hydroxyeth-oxy)-3,5-di(naphthalene-2-yl)phenyl]sulfonyl-2,6-di(naphthalene-2-yl)-phenoxy]ethanol